1-ethyl-2-(4-(4-methoxyphenyl)-6-(3-nitrophenyl)pyrimidin-2-yl)guanidine hydrochloride Cl.C(C)NC(=NC1=NC(=CC(=N1)C1=CC=C(C=C1)OC)C1=CC(=CC=C1)[N+](=O)[O-])N